3-hydroxyethyl-maleimide OCCC1=CC(=O)NC1=O